[Cl-].BrC1=C([Se][N+]=2C1=CC(=CC2)C(=O)OC([2H])([2H])[2H])C2(CCCCC2)O 3-bromo-2-(1-hydroxycyclohexyl)-5-((methoxy-d3)carbonyl)-[1,2]selenazolo[2,3-a]pyridin-8-ium chloride